ethyl-3,4-dihydroxy-cinnamate C(C)OC(C=CC1=CC(=C(C=C1)O)O)=O